C1=CC=C2C=C3C(=CC2=C1)C=CC=C3N=NC4=CC=CC5=CC6=CC=CC=C6C=C54 azoanthracene